4-amino-7-{(1S)-1-[1-(2,4-difluorophenyl)-1H-1,2,3-triazol-4-yl]propyl}-5-[2-(trifluoromethyl)pyrimidin-5-yl]-7H-pyrrolo[2,3-d]pyrimidine-6-carbonitrile NC=1C2=C(N=CN1)N(C(=C2C=2C=NC(=NC2)C(F)(F)F)C#N)[C@@H](CC)C=2N=NN(C2)C2=C(C=C(C=C2)F)F